4-((3-(1-cyclopropyl-1H-1,2,4-triazol-3-yl)-5-fluoro-2-methoxyphenyl)amino)-N-ethyl-nicotinamide C1(CC1)N1N=C(N=C1)C=1C(=C(C=C(C1)F)NC1=CC=NC=C1C(=O)NCC)OC